2-((4-aminophenyl-ethyl)amino)-1-phenylethanol NC1=CC=C(C=C1)CCNCC(O)C1=CC=CC=C1